(4R)-4-[3-[3-[4-(1,1-Dioxothiolan-3-yl)phenyl]azetidin-1-yl]-3-oxo-propyl]oxazolidin-2-one O=S1(CC(CC1)C1=CC=C(C=C1)C1CN(C1)C(CC[C@H]1NC(OC1)=O)=O)=O